FC=1C=C(C=C(C1COC1=CC=C(C=C1)OS(=O)(=O)F)F)N1N=NC(=C1C(F)(F)F)C(=O)O 1-(3,5-difluoro-4-((4-((fluorosulfonyl)oxy)phenoxy)methyl)phenyl)-5-(trifluoromethyl)-1H-1,2,3-triazole-4-carboxylic acid